cyclohexylphenyl-thiourea C1(CCCCC1)N(C(=S)N)C1=CC=CC=C1